FC(C(=O)O)(F)F.C1NCC12CC(C2)N2C[C@H]1C([C@H]1C2)C(=O)N(CC)CC (1R,5S,6r)-3-(2-azaspiro[3.3]heptan-6-yl)-N,N-diethyl-3-azabicyclo[3.1.0]hexane-6-carboxamide trifluoroacetic acid salt